FC=1C=CC2=C(C(=C(O2)[C@H](C(C)C)NC(=O)NC=2C=NC(=NC2)N2CC(C2)S(=O)(=O)C)C)C1 (S)-1-(1-(5-fluoro-3-methylbenzofuran-2-yl)-2-methylpropyl)-3-(2-(3-(methylsulfonyl)azetidin-1-yl)pyrimidin-5-yl)urea